1-(7-(5-cyclopropyl-6-methyl-1H-indazol-4-yl)-8-fluoro-2-((tetrahydro-1H-pyrrolizin-7a(5H)-yl)methoxy)pyrido[4,3-d]pyrimidin-4-yl)-3-methylpiperidin-3-ol C1(CC1)C=1C(=C2C=NNC2=CC1C)C1=C(C=2N=C(N=C(C2C=N1)N1CC(CCC1)(O)C)OCC12CCCN2CCC1)F